O=C1N(C(C2=CC=CC=C12)=O)C1=CC=C(C=C1)NC(CCC1=CC=CC=C1)=O N-(4-(1,3-diketo-isoindol-2-yl)phenyl)-3-phenylpropionamide